ClC=1C=C(C(=NC1F)NS(=O)(=O)C1=CNC2=C3C(=CC=C12)CCC3)F N-(5-chloro-3,6-difluoropyridin-2-yl)-1,6,7,8-tetrahydrocyclopenta[g]indole-3-sulfonamide